2-chloro-4-methyl-phenol ClC1=C(C=CC(=C1)C)O